5-methyl-pyrazine-2-carboxylic acid CC=1N=CC(=NC1)C(=O)O